FC(CN(C(O)=O)C1=C(C(=NN1C)C1CC(C1)(F)F)C)F.C(C)NO N-ethyl-hydroxylamine 2,2-difluoroethyl-(3-(3,3-difluorocyclobutyl)-1,4-dimethyl-1H-pyrazol-5-yl)carbamate